CNCC1(CC1)O 1-(methylaminomethyl)cyclopropanol